CC(C(=O)N[C@H](C(=O)O)CCN(CCCCC1=NC=2NCCCC2C=C1)C[C@@H](COC)F)(CC1=CC=CC=C1)C (S)-2-(2,2-dimethyl-3-phenylpropanamido)-4-(((S)-2-fluoro-3-methoxypropyl)(4-(5,6,7,8-tetrahydro-1,8-naphthyridin-2-yl)butyl)amino)butanoic acid